N(=[N+]=[N-])CC1=CC=C(C=C1)S(=O)(=O)N 4-(azidomethyl)benzenesulfonamide